tert-Butyl (S)-3-(3-((2,4-dichlorophenoxy)methyl)phenyl)pyrrolidine-1-carboxylate ClC1=C(OCC=2C=C(C=CC2)[C@H]2CN(CC2)C(=O)OC(C)(C)C)C=CC(=C1)Cl